1-methyl-7-(1-methyl-1H-pyrazol-4-yl)-2,3-dioxo-2,3-dihydropyrido[2,3-b]pyrazine CN1C2=C(NC(C1=O)=O)N=CC(=C2)C=2C=NN(C2)C